Cl.N[C@@H](C(=O)OC)CC#C Methyl (R)-2-aminopent-4-ynoate hydrochloride